(R)-4-(4-((1-(3-(difluoromethyl)-2-fluorophenyl)ethyl)amino)-7-methoxyquinolin-6-yl)Thiomorpholine 1-oxide FC(C=1C(=C(C=CC1)[C@@H](C)NC1=CC=NC2=CC(=C(C=C12)N1CCS(CC1)=O)OC)F)F